2'-[6-amino-5-(trifluoromethyl)pyridin-3-yl]-N-[1-(3-fluorophenyl)cyclobutyl]-5',6'-dihydrospiro[pyrrolidine-3,4'-pyrrolo[1,2-b]pyrazole]-1-carboxamide NC1=C(C=C(C=N1)C=1C=C2N(N1)CCC21CN(CC1)C(=O)NC1(CCC1)C1=CC(=CC=C1)F)C(F)(F)F